CC1=CC(=NN1)C Dimethylpyrazol